methyl (2-(4-((tert-butoxycarbonyl)amino)-2-chlorophenyl)thiazole-4-carbonyl)-L-serinate C(C)(C)(C)OC(=O)NC1=CC(=C(C=C1)C=1SC=C(N1)C(=O)N[C@@H](CO)C(=O)OC)Cl